FC1=CC(=C(C(=C1)C(C)C)NC(=O)N=S(=O)(N)C=1C=NN2C1OCC(C2)OC)C(C)C N'-((4-fluoro-2,6-diisopropylphenyl)carbamoyl)-6-methoxy-6,7-dihydro-5H-pyrazolo[5,1-b][1,3]oxazine-3-sulfonimidamide